pyridin-2(1H)-one trifluoroacetate FC(C(=O)O)(F)F.N1C(C=CC=C1)=O